4-Amino-1-(4-amino-2-methylphenyl)-7-iodo-2-oxo-1,2-dihydroquinoline-3-carboxylic acid methyl ester COC(=O)C=1C(N(C2=CC(=CC=C2C1N)I)C1=C(C=C(C=C1)N)C)=O